2-chloro-N-[[6-[[3-(5,5-dimethylpyrrolidin-3-yl)-1-phenyl-propyl]amino]-2-pyridyl]sulfonyl]-6-[3-[2-[1-(trifluoromethyl)cyclopropyl]ethoxy]pyrazol-1-yl]pyridine-3-carboxamide ClC1=NC(=CC=C1C(=O)NS(=O)(=O)C1=NC(=CC=C1)NC(CCC1CNC(C1)(C)C)C1=CC=CC=C1)N1N=C(C=C1)OCCC1(CC1)C(F)(F)F